5-(methyl(4-propylphenyl)amino)isoindolin CN(C=1C=C2CNCC2=CC1)C1=CC=C(C=C1)CCC